N1=C(C=CC=C1C1=CC=C(C=C1C=1C(=C(C=C(C1)C(C)(C)C)C12CC3CC(CC(C1)C3)C2)O)OCCCC)C2=CC=C(C=C2C=2C(=C(C=C(C2)C(C)(C)C)C23CC1CC(CC(C2)C1)C3)O)OCCCC 6',6'''-(pyridine-2,6-diyl)bis(3'-butoxy-3-(adamant-1-yl)-5-tert-butyl-[1,1'-biphenyl]-2-ol)